CC(C(=O)OCCCCO)=C hydroxybutyl (methyl)acrylate